2-(trimethylsilyl)ethyl (2S,3S)-3-[(1S)-5-bromo-1-(4-chlorophenyl)-7-fluoro-1-methoxy-3-oxo-2,3-dihydro-1H-isoindol-2-yl]-3-(4-chlorophenyl)-2-methylpropanoate BrC=1C=C2C(N([C@](C2=C(C1)F)(OC)C1=CC=C(C=C1)Cl)[C@@H]([C@@H](C(=O)OCC[Si](C)(C)C)C)C1=CC=C(C=C1)Cl)=O